3-tert-butylsulfanyl-4-formyl-benzoic acid methyl ester COC(C1=CC(=C(C=C1)C=O)SC(C)(C)C)=O